9-oxo-N-(2-{[(thiophen-3-yl)methyl]sulfanyl}ethyl)bicyclo[3.3.1]nonane-3-carboxamide O=C1C2CC(CC1CCC2)C(=O)NCCSCC2=CSC=C2